ClC1=CC=C(C=C1)N1N=C(C=C1)OCC1=C(C=CC=C1C)N1N=NN(C1=O)C 1-[2-[[1-(4-chloro-phenyl)pyrazol-3-yl]oxymethyl]-3-methyl-phenyl]-4-methyl-tetrazol-5-one